C12C(CCCC2C1)=O bicyclo[4.1.0]heptan-2-one